COC(=O)[C@H]1N(CC2(CC2)C1)C(C1=C(C=C(C(=C1)OC([2H])([2H])[2H])OCC1=CC=CC=C1)[N+](=O)[O-])=O (S)-5-(4-(benzyloxy)-5-(methoxy-d3)-2-nitrobenzoyl)-5-azaspiro[2.4]heptane-6-carboxylic acid methyl ester